FC(\C(\C1=CN(C2=CC(=CC=C12)C1=C(C=CC=C1)C(F)(F)F)CC(C)(C)C)=N\[S@@](=O)C(C)(C)C)F (S,E)-N-(2,2-difluoro-1-(1-neopentyl-6-(2-(trifluoromethyl)phenyl)-1H-indol-3-yl)ethylidene)-2-methylpropane-2-sulfinamide